C(CC)CC(CCCC)=O propyl-hexanone